(S)-N-(3-chloro-4-fluorophenyl)-7-fluoro-1-(phenylsulfanyl)-2,3-dihydro-1H-indene-4-carboxamide ClC=1C=C(C=CC1F)NC(=O)C=1C=2CC[C@@H](C2C(=CC1)F)SC1=CC=CC=C1